C12CNCC(CC1)N2C2=NC=C(C(=N2)NC=2C=C1C=NNC1=CC2)C2CC2 N-(2-(3,8-diazabicyclo[3.2.1]oct-8-yl)-5-cyclopropylpyrimidin-4-yl)-1H-indazol-5-amine